2-bromo-3,5-difluoro-benzoic acid BrC1=C(C(=O)O)C=C(C=C1F)F